N-[(R)-3-decyloxytetradecanoyl]-O-[2,3-di-[(R)-3-decyloxytetradecanoylamino]-2,3-dideoxy-4-O-phosphino-β-D-allopyranosyl]-L-serine methyl ester COC([C@@H](NC(C[C@@H](CCCCCCCCCCC)OCCCCCCCCCC)=O)CO[C@H]1[C@@H]([C@@H]([C@H](OP)[C@H](O1)CO)NC(C[C@@H](CCCCCCCCCCC)OCCCCCCCCCC)=O)NC(C[C@@H](CCCCCCCCCCC)OCCCCCCCCCC)=O)=O